3-((Octadecylthio)methyl)benzofuran C(CCCCCCCCCCCCCCCCC)SCC1=COC2=C1C=CC=C2